CC(C(=O)OC)(C)N1N=NC(=C1)C(NCC=1SC(=NN1)C1=CC=NC=C1)=O methyl 2-methyl-2-(4-(((5-(pyridin-4-yl)-1,3,4-thiadiazol-2-yl)methyl)carbamoyl)-1H-1,2,3-triazol-1-yl)propanoate